(2R)-6-(Phenylmethoxy)-5-[(2-tert-butoxy-2-oxoethyl)(trifluoroacetyl)amino]-2-[(butylamino)methyl]-4-fluoro-2,3-dihydro-1H-indole-1-carboxylic acid tert-butyl ester C(C)(C)(C)OC(=O)N1[C@H](CC2=C(C(=C(C=C12)OCC1=CC=CC=C1)N(C(C(F)(F)F)=O)CC(=O)OC(C)(C)C)F)CNCCCC